Cl.C(C1=CC=CC=C1)OCCOC1(N(C2=CC(=C(C=C2C1)F)F)C)C1N(CCNC1)C=O 2-(2-(2-(benzyloxy)ethoxy)-5,6-difluoro-1-methyl-1H-indol-2-yl)(piperazin-1-yl)methanone hydrochloride